S1C=NC2=C1C=CC(=C2)NC2=CC=NC1=CC=C(C=C21)C2=CC(=C(C=C2)C(=O)N2CCN(CC2)C)C (4-(4-(benzo[d]thiazol-5-ylamino)quinolin-6-yl)-2-methylphenyl)(4-methylpiperazin-1-yl)methanone